C(C=1C(O)=CC=C(O)C1)(=O)O[2H] gentisic acid-d